4-(6-aminopyrimidin-4-yl)-1λ6-thiomorpholine-1,1-dione NC1=CC(=NC=N1)N1CCS(CC1)(=O)=O